benzyl (2R,3S)-3-((N,N-dimethylsulfamoyl)(4-methoxybenzyl)amino)-2-(hydroxy methyl)pyrrolidine-1-carboxylate CN(S(=O)(=O)N([C@@H]1[C@@H](N(CC1)C(=O)OCC1=CC=CC=C1)CO)CC1=CC=C(C=C1)OC)C